2-(2-adamantyl)acetic acid ethyl ester C(C)OC(CC1C2CC3CC(CC1C3)C2)=O